P([O-])(=O)(OP(=O)([O-])[O-])OC[C@@H]1[C@H]([C@H]([C@@H](O1)N1C(=O)N=C(N)C=C1)O)O.[Na+].[Na+].[Na+] sodium cytidine 5'-diphosphate